Diethyl 4-cyclobutyl-1-[2-(3,4-dimethylphenyl)-2-oxoethyl]-1H-pyrazole-3,5-dicarboxylate C1(CCC1)C=1C(=NN(C1C(=O)OCC)CC(=O)C1=CC(=C(C=C1)C)C)C(=O)OCC